5,6,7,8,3',4'-hexamethoxyflavanone COC1=C2C(CC(OC2=C(C(=C1OC)OC)OC)C1=CC(=C(C=C1)OC)OC)=O